1,2-Difluoro-3-nitro-4-vinylbenzene FC1=C(C(=C(C=C1)C=C)[N+](=O)[O-])F